ClC1=C(C=CC(=C1)C=1N=NNC1)NC(=O)C1=C(N=C(NC1=O)SC)O N-(2-chloro-4-(1H-1,2,3-triazol-4-yl)phenyl)-4-hydroxy-2-(methylthio)-6-oxo-1,6-dihydropyrimidine-5-carboxamide